CNC(=O)C1=C(C=NN1CCBr)[N+](=O)[O-] N-methyl-1-(2-bromoethyl)-4-nitro-1H-pyrazole-5-formamide